6-{8-[(2-cyano-2-methylideneethyl)amino]-7-methoxynaphthalen-2-yl}-N-[(1r,4r)-4-{6-methyl-2,6-diazaspiro[3.3]heptan-2-yl}cyclohexyl]pyridine-2-carboxamide C(#N)C(CNC=1C(=CC=C2C=CC(=CC12)C1=CC=CC(=N1)C(=O)NC1CCC(CC1)N1CC2(C1)CN(C2)C)OC)=C